3-benzyl-5-(((4-methoxyphenyl)butynyl)methylene)oxazolidin-2-one tert.-butyl-3-amino-3-(4-methoxyphenyl)azetidine-1-carboxylate C(C)(C)(C)OC(=O)N1CC(C1)(C1=CC=C(C=C1)OC)N.C(C1=CC=CC=C1)N1C(OC(C1)=CC#CCCC1=CC=C(C=C1)OC)=O